3-(difluoromethyl)pyridine FC(C=1C=NC=CC1)F